O=C1NC(CCC1C=1C=C(OC2CCN(CC2)C(=O)OC(C)(C)C)C=CC1F)=O tert-butyl 4-[3-(2,6-dioxo-3-piperidyl)-4-fluoro-phenoxy]piperidine-1-carboxylate